CC(CCCC1=C(C=C(C=C1)OC)N1CCC(CC1)COC=1C=C(C=CC1)CC(C)P([O-])([O-])=O)(C)C (1-(3-((1-(2-(4,4-dimethylpentyl)-5-methoxyphenyl)piperidin-4-yl)methoxy)phenyl)propan-2-yl)phosphonate